C1(CCC1)C([C@@H](C(=O)NC1=CC=C(C=C1)C=1C(=NNC1C)C)NC(=O)C=1N(N=CC1)CCCO)C1CCC1 N-[(1S)-1-[di(cyclobutyl)methyl]-2-[4-(3,5-dimethyl-1H-pyrazol-4-yl)anilino]-2-oxo-ethyl]-2-(3-hydroxypropyl)pyrazole-3-carboxamide